(S*)-(3-amino-4,5-dihydropyrano[3,4-c]pyrazol-2(7H)-yl)(8-chloro-1,2,3,4-tetrahydro-quinolin-4-yl)methanone NC1=C2C(=NN1C(=O)[C@H]1CCNC3=C(C=CC=C13)Cl)COCC2 |o1:8|